N1C(=NC2=C1C=CC=C2)CN(CCCCN)C2CCCC=1C=CC=NC21 N1-(1H-benzimidazol-2-ylmethyl)-N1-(5,6,7,8-tetrahydroquinolin-8-yl)-butane-1,4-diamine